4-[(3-chloro-5-methanesulfonylphenyl)carbamoyl]-1-(pyridin-2-yl)-1H-pyrrole-2-carboxylic acid ethyl ester C(C)OC(=O)C=1N(C=C(C1)C(NC1=CC(=CC(=C1)S(=O)(=O)C)Cl)=O)C1=NC=CC=C1